ClC1=C(N)C=CC=C1C1=C(C(=NC=C1)Cl)Cl 2-chloro-3-(2,3-dichloropyridin-4-yl)aniline